ClC=1C=CC2=C(C(C[C@@H](O2)C(=O)NC2C[C@H]3CC[C@@H](C2)N3CCCOC3=CC=C(C=C3)Cl)=O)C1 (2R)-6-chloro-N-{(1R,3R,5S)-8-[3-(4-chlorophenoxy)propyl]-8-azabicyclo[3.2.1]oct-3-yl}-4-oxo-3,4-dihydro-2H-1-benzopyran-2-carboxamide